hexyl α-bromopropionate BrC(C(=O)OCCCCCC)C